ClC1=C(C2=C(N=N1)N(CCC2)C=2SC(=C(N2)C(=O)OCC2=CC=C(C=C2)OC)CCCOC2=C(C=C(C=C2)I)F)C (4-methoxyphenyl)methyl 2-(3-chloro-4-methyl-6,7-dihydro-5H-pyrido[2,3-c]pyridazin-8-yl)-5-[3-(2-fluoro-4-iodo-phenoxy)propyl]thiazole-4-carboxylate